(S)-5-benzyl-N-(7-((1-hydroxycyclobutyl)ethynyl)-5-methyl-4-oxo-2,3,4,5-tetrahydrobenzo[b][1,4]oxazepin-3-yl)-1H-1,2,4-triazole C(C1=CC=CC=C1)C1=NC=NN1[C@@H]1C(N(C2=C(OC1)C=CC(=C2)C#CC2(CCC2)O)C)=O